C(C=C)(=O)[O-].[Na+] sodium acrylate